N-[2,5-difluoro-4-({6-methoxy-7-[2-(methylamino)ethoxy]quinolin-4-yl}oxy)phenyl]-4-propoxypyridine-3-carboxamide FC1=C(C=C(C(=C1)OC1=CC=NC2=CC(=C(C=C12)OC)OCCNC)F)NC(=O)C=1C=NC=CC1OCCC